C(C=CC1=CC=CC=C1)OP(O)(O)=O cinnamyl-phosphoric acid